C(C(=C)C)(=O)OCC1CO1 GLYCIDYL METHACRYLATE